1-morpholinohex-5-yn-1-one O1CCN(CC1)C(CCCC#C)=O